N-(chlorosilyl)-1,2,3,4-tetrahydro-2-methylquinoline Cl[SiH2]N1C(CCC2=CC=CC=C12)C